17-methyl-2-oxo-6,9,12,15,19-pentaoxa-3-azaeicosane CC(COCCOCCOCCOCCNC(C)=O)COC